trans-3-hydroxy-L-proline O[C@@H]1[C@H](NCC1)C(=O)O